C(CCCC)[S-] pentanthiolate